2,3-dihydrobenzo[b][1,4]-dioxine O1C2=C(OCC1)C=CC=C2